ClC1=C(C=CC=C1C1=C2C=CN(C2=CC=C1)C1=NC=C(C(=C1)OC)C=O)C1=CC=C(C(=N1)OC)CN(C(OC(C)(C)C)=O)[C@@H]1C[C@@H](C1)O tert-butyl ((6-(2-chloro-3-(1-(5-formyl-4-methoxypyridin-2-yl)-1H-indol-4-yl)phenyl)-2-methoxypyridin-3-yl)methyl)(cis-3-hydroxycyclobutyl)carbamate